6-((R)-3-(aminomethyl)-3-hydroxypyrrolidin-1-yl)-3,5-dicyano-4-ethylpyrazine NC[C@]1(CN(CC1)C1=C(N(C(C=N1)C#N)CC)C#N)O